8-{[(2,5-dimethylphenyl)acetyl]amino}-2,3-dimethyl-1,4-dioxaspiro[4.5]-decane-8-carboxylic acid CC1=C(C=C(C=C1)C)CC(=O)NC1(CCC2(OC(C(O2)C)C)CC1)C(=O)O